NCC1=NNC(C2=CC=C(C=C12)C=1C(=NN(C1C)C)C)=O 4-(aminomethyl)-6-(1,3,5-trimethyl-1H-pyrazol-4-yl)phthalazin-1(2H)-one